tert-butyl (2S,4S)-2-methyl-4-[(4-methylbenzenesulfonyl)oxy]pyrrolidine-1-carboxylate C[C@@H]1N(C[C@H](C1)OS(=O)(=O)C1=CC=C(C=C1)C)C(=O)OC(C)(C)C